bis(cyclopentadienyl)zirconium tetrahydride [H-].[H-].[H-].[H-].C1(C=CC=C1)[Zr+4]C1C=CC=C1